vinyldimethylmono(2-methoxyethoxy)silane C(=C)[Si](OCCOC)(C)C